O[C@H]1CC[C@H](CC1)C(=O)O CIS-4-HYDROXYCYCLOHEXANECARBOXYLIC ACID